5-fluoro-4-imino-3-methyl-1-[(4-methylphenyl)sulfonyl]-3,4-dihydropyrimidine FC=1C(N(CN(C1)S(=O)(=O)C1=CC=C(C=C1)C)C)=N